C(=O)OC(CCCC)=O formylvalerate